(4-(2-((3,5-Bis(trifluoromethyl)phenyl)amino)-7-(trans-4-hydroxycyclohexyl)-7H-pyrrolo[2,3-d]pyrimidin-5-yl)phenyl)(4-methylpiperidin-1-yl)methanone FC(C=1C=C(C=C(C1)C(F)(F)F)NC=1N=CC2=C(N1)N(C=C2C2=CC=C(C=C2)C(=O)N2CCC(CC2)C)[C@@H]2CC[C@H](CC2)O)(F)F